(S)-5-chloro-3-(1-(2-fluoropyridin-3-yl)ethyl)-7-methyl-3H-imidazo[4,5-b]pyridine ClC1=CC(=C2C(=N1)N(C=N2)[C@@H](C)C=2C(=NC=CC2)F)C